(R)-1-(4-(4-(but-3-en-1-yloxy)-6-methylimidazo[2,1-f][1,2,4]triazin-2-yl)-5-methoxypyridin-2-yl)-N-ethylethan-1-amine C(CC=C)OC1=NC(=NN2C1=NC(=C2)C)C2=CC(=NC=C2OC)[C@@H](C)NCC